racemic-7-(3-(1-(2,2-difluoro-1-(4-fluorophenyl)propyl)-1H-pyrazol-4-yl)-2-fluorophenyl)-8-methoxy-[1,2,4]triazolo[1,5-a]pyridin-2-amine FC([C@@H](C1=CC=C(C=C1)F)N1N=CC(=C1)C=1C(=C(C=CC1)C1=C(C=2N(C=C1)N=C(N2)N)OC)F)(C)F |r|